2-[(1R,3R,5S)-3-([2-[5-cyclopropyl-3-(2,6-dichlorophenyl)-1,2-oxazol-4-yl]acetyl]oxy)-8-azabicyclo[3.2.1]octan-8-yl]-4-fluoro-1,3-benzothiazole-6-carboxylic acid C1(CC1)C1=C(C(=NO1)C1=C(C=CC=C1Cl)Cl)CC(=O)OC1C[C@H]2CC[C@@H](C1)N2C=2SC1=C(N2)C(=CC(=C1)C(=O)O)F